ethyl (S)-3-amino-3-(2'-ethyl-4-fluoro-5,6'-dimethyl-[1,1'-biphenyl]-3-yl)propanoate hydrochloride Cl.N[C@@H](CC(=O)OCC)C=1C=C(C=C(C1F)C)C1=C(C=CC=C1C)CC